C(C)C=1C(=C(C(=C(C1)F)OC)B(O)O)F (3-ethyl-2,5-difluoro-6-methoxyphenyl)boronic acid